(2R,4R)-1-(((9H-Fluoren-9-yl)methoxy)carbonyl)-4-(dimethylamino)pyrrolidine-2-carboxylic acid hydrochloride Cl.C1=CC=CC=2C3=CC=CC=C3C(C12)COC(=O)N1[C@H](C[C@H](C1)N(C)C)C(=O)O